N=1C=2N(C=CC1N1CCN(CC1)CCCCNC(=O)C1C3=CC=CC=C3C=3C=CC=CC13)C1=C(N2)C=CC=C1 N-(4-(4-(benzo[4,5]imidazo[1,2-a]pyrimidin-2-yl)piperazin-1-yl)butyl)-9H-fluorene-9-carboxamide